(2R,3R,11bR)-3-(2,2-dimethylpropyl)-10-methoxy-9-(4,4,4-trifluoro-2-hydroxybutoxy)-1H,2H,3H,4H,6H,7H,11bH-pyrido[2,1-a]isoquinolin-2-ol CC(C[C@H]1[C@@H](C[C@H]2N(CCC3=CC(=C(C=C23)OC)OCC(CC(F)(F)F)O)C1)O)(C)C